5-bromo-4-(5-cyclopropyl-1,3,4-oxadiazol-2-yl)-1-(3-fluoro-4-methylbenzyl)-1,3-dihydro-2H-benzo[b]azepine-2-thione BrC=1C2=C(N(C(CC1C=1OC(=NN1)C1CC1)=S)CC1=CC(=C(C=C1)C)F)C=CC=C2